BrC=1C(=NC(=CC1)Cl)C1(CC1)C(C)(C)O 2-(1-(3-Bromo-6-chloropyridin-2-yl)cyclopropyl)propan-2-ol